ClC=1C(=NC(=NC1)N[C@@H]1C[C@@H](N(C1)C(=O)C1=CC=C(C=C1)NC(C=C)=O)C)OC N-(4-((2S,4R)-4-((5-chloro-4-methoxypyrimidin-2-yl)amino)-2-methylpyrrolidine-1-carbonyl)phenyl)acrylamide